tert-butyl 3-(4-((3-chloro-2-fluorophenyl)amino)pyrido[3,4-d]pyrimidin-6-yl)piperidine-1-carboxylate ClC=1C(=C(C=CC1)NC=1C2=C(N=CN1)C=NC(=C2)C2CN(CCC2)C(=O)OC(C)(C)C)F